COC=1C(=NON1)C(=O)O 4-methoxy-1,2,5-oxadiazole-3-carboxylic acid